4-[2-chloro-8-fluoro-7-[3-(methoxymethoxy)-1-naphthyl]pyrido[4,3-d]pyrimidin-4-yl]-1,4-oxaazepane ClC=1N=C(C2=C(N1)C(=C(N=C2)C2=CC(=CC1=CC=CC=C21)OCOC)F)N2CCOCCC2